C(CCCCCCC\C=C/C\C=C/C\C=C/CC)(=O)OC[C@@H](OC(CCCCCCC\C=C/C\C=C/C\C=C/CC)=O)COP(=O)([O-])OCC[N+](C)(C)C 1,2-di-α-linolenoyl-sn-glycero-3-phosphocholine